CN1C(N(CC1)[C@H]1CN(CCC1)C=1N=C(C(=NC1)C(=O)N)NC1=CC=C(C=C1)C1CCNCC1)=O (R)-5-(3-(3-methyl-2-oxoimidazolidin-1-yl)piperidin-1-yl)-3-((4-(piperidin-4-yl)phenyl)amino)pyrazine-2-carboxamide